[Cl-].OCCC[P+](CCCC)(CCCC)CCCC hydroxylpropyltributylphosphonium chloride salt